BrC=1C(=C(C=CC1OC1=CC(=CC(=C1)F)Cl)S(=O)(C(F)(F)F)=N)Cl (3-bromo-2-chloro-4-(3-chloro-5-fluorophenoxy)phenyl)(imino)(trifluoromethyl)-λ6-sulfanone